C(C)(C)(C)OC(=O)N1CC(C1)C[N+]1(CCC(CC1)C(=O)O)CC(=O)OC(C)(C)C cis-1-[(1-tert-butoxycarbonylazetidin-3-yl)methyl]-1-(2-tert-butoxy-2-keto-ethyl)piperidin-1-ium-4-carboxylic Acid